Methyl 5-chloro-2-[(6-chloro-3-morpholino-4-quinolyl)amino]benzoate ClC=1C=CC(=C(C(=O)OC)C1)NC1=C(C=NC2=CC=C(C=C12)Cl)N1CCOCC1